(3-benzyl-3-(1-(4-fluorophenyl)-6-methyl-1H-indazol-5-yl)pyrrolidin-1-yl)(4-(hydroxymethyl)pyridin-2-yl)methanone C(C1=CC=CC=C1)C1(CN(CC1)C(=O)C1=NC=CC(=C1)CO)C=1C=C2C=NN(C2=CC1C)C1=CC=C(C=C1)F